C(C1=CC=CC=C1)N1C(=NC2=C1C=C(C=C2NC(C)=O)C=2C(=NOC2C)C)OCC N-(1-benzyl-6-(3,5-dimethylisoxazol-4-yl)-2-ethoxy-1H-benzo[d]imidazol-4-yl)acetamide